[13C]([13CH2][13CH2][13CH2]CCCCCCCCCCCC)(=O)O [13C4]-palmitic acid